N1=C(C=CC=2CCCNC12)CCCC(=O)NC1CN(C1)CC(=O)O 2-(3-(4-(5,6,7,8-tetrahydro-1,8-naphthyridin-2-yl)butyrylamino)azetidin-1-yl)acetic acid